CN(C(OC(C)(C)C)=O)C=1C=NC2=CC=C(C=C2C1)[C@@H]1[C@H](C1)C1=NC=CC(=N1)C |r| rac-tert-butyl methyl(6-((1S*,2S*)-2-(4-methylpyrimidin-2-yl)cyclopropyl)quinolin-3-yl)carbamate